(S)-6-methyl-5-((1-methyl-8-(pyridin-3-yl)-1H-pyrazolo[3,4-d]pyrrolo[1,2-b]pyridazin-3-yl)amino)-N-(2-(2-methylpyrrolidin-1-yl)ethyl)nicotinamide CC1=NC=C(C(=O)NCCN2[C@H](CCC2)C)C=C1NC1=NN(C=2C=3N(N=CC21)C=C(C3)C=3C=NC=CC3)C